2,2,2-trideuterio-1-[2-fluoro-3-(trifluoromethyl)phenyl]ethanol [2H]C(C(O)C1=C(C(=CC=C1)C(F)(F)F)F)([2H])[2H]